NC=1SC(=C(N1)C)C=1N=C(SC1)N(C1=CC=C(C=C1)O)C 4-[[4-(2-amino-4-methyl-thiazol-5-yl)thiazol-2-yl]-methyl-amino]phenol